ClC1=CC2=C([C@]3(OCC2=O)C[C@@H](N([C@@H](C3)C=3N=NN(C3)C)C(C(F)(F)F)=O)C)S1 (2S,4S,6S)-2'-chloro-2-methyl-6-(1-methyltriazol-4-yl)-1-(2,2,2-trifluoroacetyl)spiro[piperidine-4,7'-thieno[2,3-c]pyran]-4'-one